C(C)(C)(C)C1=CC=C(C(=N1)F)C(=O)NS(=O)(=O)C1=CC=CC(=N1)NC(CC[C@H]1CC(N(C1)C(=O)OC(C)(C)C)(C)C)C1=NC(=CC=C1)C(C)(C)C tert-Butyl (4S)-4-[3-[[6-[(6-tert-butyl-2-fluoro-pyridine-3-carbonyl)sulfamoyl]-2-pyridyl]amino]-3-(6-tert-butyl-2-pyridyl)propyl]-2,2-dimethyl-pyrrolidine-1-carboxylate